CN1N=C(N=N1)C1=CC(=CN1)C1=NC(=NC=C1C(F)(F)F)N[C@@H]1CNCCC1 4-[5-(2-methyl-2H-1,2,3,4-tetrazol-5-yl)-1H-pyrrol-3-yl]-N-[(3S)-piperidin-3-yl]-5-(trifluoromethyl)pyrimidin-2-amine